FC(OC=1C=C(C=C2NC(C(=NC12)C)=O)CN1CCN(CC1)C=1C=CC(=NC1F)C(=O)NC)F 5-(4-((8-(difluoromethoxy)-2-methyl-3-oxo-3,4-dihydroquinoxalin-6-yl)methyl)piperazin-1-yl)-6-fluoro-N-methylpyridine-2-carboxamide